FC=1C=C2C=C(NC2=C(C1)F)C=1C=C(C=CC1)C 5,7-difluoro-2-(m-tolyl)-1H-indole